C(C)(C)(C)OC(=O)N1CC2CC=C(CC2CC1)B1OC(C(O1)(C)C)(C)C.OC1CCC(CC1)NC(C)=O N-((1S,4S)-4-hydroxycyclohexyl)acetamide tert-butyl-6-(4,4,5,5-tetramethyl-1,3,2-dioxaborolan-2-yl)-3,4,4a,5,8,8a-hexahydroisoquinoline-2(1H)-carboxylate